FC1=C(OC2=C(C=C(C=C2)NS(=O)(=O)CC)C=2C3=C(C(N(C2)C)=O)C=C(O3)C3=CN=C(N3)CC)C=CC(=C1)F N-(4-(2,4-difluorophenoxy)-3-(2-(2-ethyl-1H-imidazol-5-yl)5-methyl-4-oxo-4,5-dihydrofuro[3,2-c]pyridin-7-yl)phenyl)ethanesulfonamide